COC1=C(C=C2C=CC=NC2=C1)C#N 7-methoxyquinoline-6-carbonitrile